aluminium telluride [Te-2].[Al+3].[Te-2].[Te-2].[Al+3]